S1C=NC2=NC=CC=C21 thiazolo[4,5-B]pyridin